CC(CC(C)(C)C)(C)OO 1,1,3,3-Tetramethylbutylhydroperoxide